ClC1=NN(C2=CC=C(C=C12)C(=O)N(C)C1COCC=2NC(C=3C=C(C(=CC3C21)F)F)=O)CC 3-chloro-N-(8,9-difluoro-6-oxo-1,4,5,6-tetrahydro-2H-pyrano[3,4-c]isoquinolin-1-yl)-1-ethyl-N-methyl-1H-indazole-5-carboxamide